BrC=1C=NC=C(C1C(=O)NC[C@H](F)C1=C(C=C(C=C1)Cl)Cl)OC1=CC(=CC=C1)C1CC1 3-bromo-5-(3-cyclopropyl-phenoxy)-N-[(2R)-2-(2,4-dichlorophenyl)-2-fluoro-ethyl]pyridine-4-carboxamide